C=1(C(=CC=CC1)C(=O)OC)C=1C(=CC=CC1)C(=O)OC dimethyl biphenyl-2,2'-dicarboxylate